ClC1=CC2=C(N=C(O2)C=2C=CC(=NC2)CC=2N=C3N(C=C(C=N3)C(=O)N)C2)C=C1 [[5-(6-chloro-1,3-benzoxazol-2-yl)-2-pyridyl]methyl]imidazo[1,2-a]pyrimidine-6-carboxamide